Methyl-(1S,3S)-3-({[3-(3,5-difluorophenyl)-5-(trifluoromethyl)-4,5-dihydro-1,2-oxazol-5-yl]carbonyl} amino)cyclopentancarboxylat COC(=O)[C@@H]1C[C@H](CC1)NC(=O)C1(CC(=NO1)C1=CC(=CC(=C1)F)F)C(F)(F)F